FC1=C(OC2=C(C=C(C=C2C1=O)C)C(C)NC1=C(C(=O)O)C=CC=C1)C1=CC=CC=C1 2-[1-(3-Fluoro-6-methyl-4-oxo-2-phenyl-chromen-8-yl)ethylamino]benzoic acid